ClC=1C(=NC=CC1C1=C(C(=CC=C1)C1=NC(=C(C=C1)CNC[C@@H]1OCCC1)OC)Cl)C=1C=C2CCN(CC2=C(C1)OC)C[C@H](C)O (S)-1-(6-(3-chloro-4-(2-chloro-3-(6-methoxy-5-(((((R)-tetrahydrofuran-2-yl)methyl)amino)methyl)pyridin-2-yl)phenyl)pyridin-2-yl)-8-methoxy-3,4-dihydroisoquinolin-2(1H)-yl)propan-2-ol